7-chloro-1-methyl-3-(4-methylpyridin-3-yl)-1,6-naphthyridin-2-one ClC1=NC=C2C=C(C(N(C2=C1)C)=O)C=1C=NC=CC1C